BrC1=C2CCC(C2=CC=C1)OC1=C(C(=C(C(=C1F)F)OC)F)F 4-bromo-1-(2,3,5,6-tetrafluoro-4-methoxyphenoxy)-2,3-dihydro-1H-indene